hexamethyl-disilathiane C[Si](S[Si](C)(C)C)(C)C